ClC1=CC(=C(C=C1)C1(OC2=C(O1)C=CC=C2C2=CC=C(CC=1N(C3=C(N1)SC(=C3)C(=O)O)C[C@H]3OCC3)C=C2)C)F 2-(4-(2-(4-chloro-2-fluorophenyl)-2-methylbenzo[d][1,3]dioxol-4-yl)benzyl)-1-(((S)-oxetan-2-yl)methyl)-1H-thieno[2,3-d]imidazole-5-carboxylic acid